C(=O)(O)C=1C=C(OC2=CC=C(C=C2)C2(C(=O)OC2=O)C2=CC=C(C=C2)OC2=CC(=C(C=C2)C(=O)O)C(=O)O)C=CC1C(=O)O 2,2-bis[4-(3,4-dicarboxyphenoxy)phenyl]malonic anhydride